ClC1=CC=C2C(=CC=NC2=C1)COC1=CC=CC(=N1)C1CCN(CC1)CC1=NC2=C(N1C[C@H]1OCC1)C=C(C=C2)C(=O)O (S)-2-((4-(6-((7-Chloroquinolin-4-yl)methoxy)pyridin-2-yl)piperidin-1-yl)methyl)-1-((oxetan-2-yl)methyl)-1H-Benzo[d]imidazole-6-carboxylic acid